N[C@H](C(=O)N1[C@@H]([C@H]2C[C@H]2C1)C(=O)OCC1=CC=CC=C1)C(C)(C)C benzyl (1S,2S,5R)-3-[(2S)-2-amino-3,3-dimethyl-butanoyl]-3-azabicyclo[3.1.0]hexane-2-carboxylate